6-Methyl-2-(6-{4-[1-(propan-2-yl)piperidin-4-yl]-1,4-diazepan-1-yl}pyridine-2-yl)-1H-1,3-benzodiazole CC=1C=CC2=C(NC(=N2)C2=NC(=CC=C2)N2CCN(CCC2)C2CCN(CC2)C(C)C)C1